azanaphthosilole N1C=[SiH]C2=C1C1=CC=CC=C1C=C2